ClC=1C=C(C=CC1F)NC(N(C(C)C1=NNC(C2=CC=CC=C12)=O)CC(C)C)=O 3-(3-chloro-4-fluoro-phenyl)-1-isobutyl-1-[1-(4-oxo-3H-phthalazin-1-yl)ethyl]urea